C(C)(C)(C)OC(=O)N1CCC(=CC1)C1=C(C=C(C=C1)NC(=O)C1=C(C=C(C=C1)C=1CCN(CC1)C(=O)OC(C)(C)C)F)OC tert-butyl 4-{4-[(4-{1-[(tert-butoxy)carbonyl]-1,2,3,6-tetrahydropyridin-4-yl}-3-methoxyphenyl)carbamoyl]-3-fluorophenyl}-1,2,3,6-tetrahydropyridine-1-carboxylate